6-fluoro-4-oxo-7-[3-(1H-pyrazol-1-yl)azetidin-1-yl]-1-(1,2,4-thiadiazol-5-yl)-1,4-dihydro-1,8-naphthyridine-3-carboxylic acid FC=1C=C2C(C(=CN(C2=NC1N1CC(C1)N1N=CC=C1)C1=NC=NS1)C(=O)O)=O